O1C=CN2CC(N=C3C(=C21)C=CC=C3)=O oxazolo[3,2-d][1,4]benzodiazepin-6(5H)-one